BrC=1C=C(C=CC1)C(C(=O)OC)(CCCC(CO)(C)C)C methyl 2-(3-bromophenyl)-7-hydroxy-2,6,6-trimethylheptanoate